(ethoxymethoxy)-3-(trifluoromethoxy)benzaldehyde C(C)OCOC1=C(C=O)C=CC=C1OC(F)(F)F